3-(difluoromethyl)-N-{[2-fluoro-3-methoxy-6-(4-methyl-1,2,3-triazol-1-yl)phenyl]methyl}-1-[(7-methyl-6,8-dihydro-5H-1,7-naphthyridin-3-yl)methyl]pyrazole-4-carboxamide FC(C1=NN(C=C1C(=O)NCC1=C(C(=CC=C1N1N=NC(=C1)C)OC)F)CC=1C=NC=2CN(CCC2C1)C)F